phenylpropanoyl-coenzyme A C1(=CC=CC=C1)CCC(=O)SCCNC(CCNC([C@@H](C(COP(OP(OC[C@@H]1[C@H]([C@H]([C@@H](O1)N1C=NC=2C(N)=NC=NC12)O)OP(=O)(O)O)(=O)O)(=O)O)(C)C)O)=O)=O